cyclopropyl-3-(trifluoromethyl)-1H-pyrazole-5-carboxylic acid ethyl ester C(C)OC(=O)C1=CC(=NN1C1CC1)C(F)(F)F